2-(4-sulfophenylazo)-1,8-dihydroxy-3,6-naphthalenedisulfonic acid trisodium salt [Na+].[Na+].[Na+].S(=O)(=O)([O-])C1=CC=C(C=C1)N=NC1=C(C2=C(C=C(C=C2C=C1S(=O)(=O)[O-])S(=O)(=O)[O-])O)O